2-(Boc-aminomethyl)benzoic acid C(=O)(OC(C)(C)C)C(C1=C(C(=O)O)C=CC=C1)N